C(C)[Si](C)(C)C Ethyl-trimethylsilane